O1CC[C@H](C2=CC=CC=C12)NC1=CC=CC=2N(C(=NC21)C2CC2)COCC[Si](C)(C)C (R)-N-(chroman-4-yl)-2-cyclopropyl-1-((2-(trimethylsilyl)ethoxy)methyl)-1H-benzo[d]imidazol-4-amine